(3-glycidoxy)trisiloxane C(C1CO1)O[SiH](O[SiH3])O[SiH3]